C(C)(C)(C)OC([C@H](CC=1SC=C(N1)C1=NC(=CC=C1)C(N)=O)NC(=O)OC(C)(C)C)=O.COC1=CC2=CC3=C(C(OC3)=O)C(=C2C=C1OC)N1CCN(CC1)CCN1CCOCC1 6,7-dimethoxy-9-(4-(2-morpholinoethyl)piperazin-1-yl)naphtho[2,3-c]furan-1(3H)-one tert-butyl-(S)-2-((tert-butoxycarbonyl)amino)-3-(4-(6-carbamoylpyridin-2-yl)thiazol-2-yl)propanoate